2-(benzo[d]oxazol-2-ylamino)-N-(2-(2-hydroxyethoxy)ethyl)-6-(hydroxymethyl)benzo[d]oxazole O1C(=NC2=C1C=CC=C2)NC2OC1=C(N2CCOCCO)C=CC(=C1)CO